C(C)(CC)NC=1C(C2=CC=CC=C2C(C1)=O)=O 2-sec-butylamino-1,4-naphthoquinone